C[C@](N)(CCCN)C(=O)O α-methylornithine